tert-butyl (3-(5-((3-((((9H-fluoren-9-yl)methoxy)carbonyl)amino)propyl)carbamoyl)furan-2-yl)prop-2-yn-1-yl)carbamate C1=CC=CC=2C3=CC=CC=C3C(C12)COC(=O)NCCCNC(=O)C1=CC=C(O1)C#CCNC(OC(C)(C)C)=O